(2R,3S,4R,5R)-5-cyano-5-(4-(3,3-diethylureido)pyrrolo[2,1-f][1,2,4]triazin-7-yl)-4-hydroxy-2-((2-phenylacetoxy)methyl)tetrahydrofuran-3-yl L-valinate N[C@@H](C(C)C)C(=O)O[C@@H]1[C@H](O[C@]([C@@H]1O)(C1=CC=C2C(=NC=NN21)NC(=O)N(CC)CC)C#N)COC(CC2=CC=CC=C2)=O